ClC1=NC=C(C(=C1)N(C)C(C)O)I ((2-chloro-5-iodopyridin-4-yl)(methyl)amino)ethan-1-ol